3-([1,2,4]Triazolo[1,5-a]pyridin-7-yl)-N-(6-(4-methylpiperazin-1-yl)pyridin-3-yl)-1H-pyrrolo[2,3-b]pyridine-5-carboxamide N=1C=NN2C1C=C(C=C2)C2=CNC1=NC=C(C=C12)C(=O)NC=1C=NC(=CC1)N1CCN(CC1)C